(R)-6-fluoro-N-methyl-5-(pyrrolidin-3-ylamino)pyridineamide FC1=C(C=CC(=N1)C(=O)NC)N[C@H]1CNCC1